C1(CC1)C1=NC2=C(N1COCC[Si](C)(C)C)C=CC=C2N[C@@H]2[C@H](COC1=CC=CC=C21)N2C[C@H](OCC2)C 2-cyclopropyl-N-((3R,4S)-3-((R)-2-methylmorpholino)chroman-4-yl)-1-((2-(trimethylsilyl)ethoxy)methyl)-1H-benzo[d]imidazol-4-amine